[I-].S1SN=CC=C1 dithiazine iodide